N-[2,5-difluoro-4-(trifluoromethyl)phenyl]-5-(m-tolyl)-1H-pyrrole-3-sulfonamide FC1=C(C=C(C(=C1)C(F)(F)F)F)NS(=O)(=O)C1=CNC(=C1)C=1C=C(C=CC1)C